BrC1=CC(=C(CC2CN(C2)CCCF)C=C1)C 3-(4-bromo-2-methylbenzyl)-1-(3-fluoropropyl)azetidine